4-[2-amino-9-[(4-nitrophenyl)methyl]purin-6-yl]pyridine-2-carbonitrile NC1=NC(=C2N=CN(C2=N1)CC1=CC=C(C=C1)[N+](=O)[O-])C1=CC(=NC=C1)C#N